5-pyridinecarboxylic acid N1=CC=CC(=C1)C(=O)O